2-{4-{2-[2-(difluoromethyl)-4-methoxy-1H-benzo[d]imidazol-1-yl]-6-morpholinopyrimidin-4-yl}piperazin-1-yl}-2-oxoethylpiperidine FC(C1=NC2=C(N1C1=NC(=CC(=N1)N1CCN(CC1)C(CN1CCCCC1)=O)N1CCOCC1)C=CC=C2OC)F